ClC1=CC=C(CN2C[C@@H](CCC2)C2=CC=NC=3N2N=C(C3)C)C=C1 7-((R)-1-(4-Chlorobenzyl)piperidin-3-yl)-2-methylpyrazolo[1,5-a]pyrimidin